(S)-N'-((1,2,3,6,7,8-hexahydro-as-indacen-4-yl)carbamoyl)-6-(2-hydroxypropan-2-yl)pyridine-3-sulfonimidamide C1CCC2=C(C=C3CCCC3=C12)NC(=O)N=[S@@](=O)(N)C=1C=NC(=CC1)C(C)(C)O